COC1=CC=C(C=C1)C(C(NC1=CC=C(C=C1)[Si](C)(C)C)=O)N(C(=O)C1=NNC2=NC=CC=C21)C N-(1-(4-methoxyphenyl)-2-oxo-2-((4-(trimethylsilyl)phenyl)amino)ethyl)-N-methyl-1H-pyrazolo[3,4-b]pyridine-3-carboxamide